6-((6-methoxypyridin-3-yl)methyl)-3-(5-(6-((1-methylazetidin-3-yl)methoxy)-[1,2,4]triazolo[1,5-a]pyridin-8-yl)pyridin-2-yl)-3,6-diazabicyclo[3.1.1]heptane COC1=CC=C(C=N1)CN1C2CN(CC1C2)C2=NC=C(C=C2)C=2C=1N(C=C(C2)OCC2CN(C2)C)N=CN1